N-(6-(6-fluoropyridin-3-yl)-1-(o-tolyl)-1H-pyrazolo[3,4-d]pyrimidin-4-yl)-5-nitrothiophene-2-carboxamide FC1=CC=C(C=N1)C1=NC(=C2C(=N1)N(N=C2)C2=C(C=CC=C2)C)NC(=O)C=2SC(=CC2)[N+](=O)[O-]